CN(C)C[C@H]1[C@@H](C1)C(=O)NC=1C=C2C(=CN1)N(C(=C2)C2=C(C=CC=C2)OC)C Trans-2-((dimethylamino)methyl)-N-(2-(2-methoxyphenyl)-1-methyl-1H-pyrrolo[2,3-c]pyridin-5-yl)cyclopropane-1-carboxamide